tert-butyl 5-(1-benzyloxycarbonylindolin-4-yl)-3,3a,4,6,7,7a-hexahydro-2H-pyrrolo[3,2-c]pyridine-1-carboxylate C(C1=CC=CC=C1)OC(=O)N1CCC2=C(C=CC=C12)N1CC2C(CC1)N(CC2)C(=O)OC(C)(C)C